3-(4-((2-cyclopropylethyl)((1S,4r)-4-((S)-3-(trifluoromethyl)pyrrolidin-1-yl)cyclohexyl)amino)-1-oxoisoindolin-2-yl)piperidine-2,6-dione 2,2,2-trifluoroacetate FC(C(=O)O)(F)F.C1(CC1)CCN(C1=C2CN(C(C2=CC=C1)=O)C1C(NC(CC1)=O)=O)C1CCC(CC1)N1C[C@H](CC1)C(F)(F)F